N1=C(C(=NC=C1)N)N Pyrazine-2,3-diamine